C1CCC2=C(C=3CCCC3C=C12)NC(=O)NS(=O)(=NC(C1=CC=CC=C1)(C1=CC=CC=C1)C1=CC=CC=C1)C=1C=NN2C1OCC(C2)CN(C(OC(C)(C)C)=O)C tert-butyl ((3-(N-((1,2,3,5,6,7-hexahydro-s-indacen-4-yl)carbamoyl)-N'-tritylsulfamimidoyl)-6,7-dihydro-5H-pyrazolo[5,1-b][1,3]oxazin-6-yl)methyl)(methyl)carbamate